C(C=C)(=O)N1C(C2=CC=CC(=C2CC1)C1=C2C(=C(NC2=C(C=C1F)C(=O)N)C)CF)C 4-(2-acryloyl-1-methyl-1,2,3,4-tetrahydroisoquinolin-5-yl)-5-fluoro-3-(fluoromethyl)-2-methyl-1H-indole-7-carboxamide